C(C)(C)(C)N1C[C@@H](N(CC1)C1=NC=C(C(=C1Cl)C#N)C(F)(F)F)COC(C)=O tert-butyl-(R)-3-(acetoxymethyl)-4-(3-chloro-4-cyano-5-(trifluoromethyl)pyridin-2-yl)piperazine